FC(C1=CC=C(C=C1)C(C)=O)(F)F 1-[4-(trifluoromethyl)phenyl]ethanone